ClC1=C(C=CC(=C1)[N+](=O)[O-])I 2-chloro-1-iodo-4-nitrobenzene